5-hydroxy-6-methylhept-1,6-diene OC(CCC=C)C(=C)C